3-(3-Octadecoxy-3-oxopropyl)sulfanylpropan C(CCCCCCCCCCCCCCCCC)OC(CCSCCC)=O